3-fluoropropyl (3R,4S)-3-{5-[4-amino-5-(trifluoromethyl)pyrrolo[2,1-f][1,2,4]triazin-7-yl]-2-methoxypyridine-3-amido}-4-fluoropyrrolidine-1-carboxylate NC1=NC=NN2C1=C(C=C2C=2C=C(C(=NC2)OC)C(=O)N[C@@H]2CN(C[C@@H]2F)C(=O)OCCCF)C(F)(F)F